4-(5-amino-1,3-dioxan-2-yl)-2-ethyl-N-{8-fluoro-2-methylimidazo[1,2-a]pyridin-6-yl}indazole-7-carboxamide NC1COC(OC1)C=1C2=CN(N=C2C(=CC1)C(=O)NC=1C=C(C=2N(C1)C=C(N2)C)F)CC